CC1(OB(OC1(C)C)C1=CC=C(O[C@@H]2C[C@H](CCC2)C(=O)OC(C)C)C=C1)C Isopropyl (1S,3S)-3-(4-(4,4,5,5-tetramethyl-1,3,2-dioxaborolan-2-yl) phenoxy)cyclohexane-1-carboxylate